(1S)-1-[4-(4-methylthiazol-5-yl)phenyl]ethanamine hydrochloride Cl.CC=1N=CSC1C1=CC=C(C=C1)[C@H](C)N